di-(2-pyridyl) disulfide N1=C(C=CC=C1)SSC1=NC=CC=C1